3,7-dimethyloct-6-en-1-yl 8-((6-((4,4-bis((3,7-dimethyloct-6-en-1-yl)oxy)butanoyl)oxy)hexyl)(2-hydroxyethyl)amino)octanoate CC(CCOC(CCC(=O)OCCCCCCN(CCCCCCCC(=O)OCCC(CCC=C(C)C)C)CCO)OCCC(CCC=C(C)C)C)CCC=C(C)C